(Z)-2-(6-Chloro-2-methyl-1-(4-(phenoxymethyl)benzylidene)-1H-inden-3-yl)acetic acid ClC1=CC=C2C(=C(/C(/C2=C1)=C/C1=CC=C(C=C1)COC1=CC=CC=C1)C)CC(=O)O